CN1C=NC2=C1C(=NN(C2=O)CC(=O)N[C@@H](C)C2=CC=C(C=C2)C)C (S)-2-(1,7-dimethyl-4-oxo-1,4-dihydro-5H-imidazo[4,5-d]pyridazin-5-yl)-N-(1-(p-tolyl)ethyl)acetamide